6-[(2S)-2-aminopropyl]-7-bromo-4-{[(thiophen-2-yl)methyl]amino}thieno[3,2-d]pyrimidine-2-carbonitrile N[C@H](CC1=C(C=2N=C(N=C(C2S1)NCC=1SC=CC1)C#N)Br)C